COC=1C=C(C=C(C1)OC)N(C(=O)C=1N=C(SC1)C#C)C1C(N(CC1)C1=NC=C(C=N1)F)=O N-(3,5-Dimethoxyphenyl)-2-ethynyl-N-[1-(5-fluoropyrimidin-2-yl)-2-oxo-pyrrolidin-3-yl]thiazole-4-carboxamide